ClC1=C2CN(C(C2=CC=C1C1=CC(=C2C(=N1)N(C=C2)C2COC2)CN2CCCC2)=O)C2C(NC(CC2)=O)=O 3-(4-chloro-5-(1-(oxetan-3-yl)-4-(pyrrolidin-1-ylmethyl)-1H-pyrrolo[2,3-b]pyridin-6-yl)-1-oxoisoindolin-2-yl)piperidine-2,6-dione